FC(C=1C=CC(=NC1)OC1CCC2(CN(C2)C(=O)C2CC(C2)(C)O)CC1)F (7-((5-(Difluoromethyl)pyridin-2-yl)oxy)-2-azaspiro[3.5]nonan-2-yl)((1s,3s)-3-hydroxy-3-methylcyclobutyl)methanone